CC=1C=C(C=CC1OC1=CC=2N(C=C1)N=CN2)NC=2C1=C(N=CN2)C=CC(=N1)N1CCN(C2(CC2)C1)C(=O)OC(C)(C)C tert-butyl 7-{4-[(3-methyl-4-{[1,2,4]triazolo[1,5-a]pyridin-7-yloxy}phenyl)amino]pyrido[3,2-d]pyrimidin-6-yl}-4,7-diazaspiro[2.5]octane-4-carboxylate